N-(4-(1-(4-(5-(difluoromethyl)-1,3,4-oxadiazol-2-yl)-2-fluorobenzyl)-1H-1,2,3-triazol-4-yl)phenyl)-2-fluoro-2-methylpropanamide FC(C1=NN=C(O1)C1=CC(=C(CN2N=NC(=C2)C2=CC=C(C=C2)NC(C(C)(C)F)=O)C=C1)F)F